(1R,2R,4S)-5-Methyl-2-(prop-1-en-2-yl)-1,2,3,4-tetrahydro-[1,1':4',1''-terphenyl]-2',4,6'-triol CC=1[C@H](C[C@H]([C@@H](C1)C=1C(=CC(=CC1O)C1=CC=CC=C1)O)C(=C)C)O